(4-(pyridazin-3-ylmethyl)piperazin-1-yl)benzonitrile N1=NC(=CC=C1)CN1CCN(CC1)C1=C(C#N)C=CC=C1